C(CCCCC)[N+]1=CC=CC=C1 hexylpyridinium